CC(CCO)(CC(CCO)O)O 3-Methyl-1,3,5,7-heptantetraol